4-hydroxy-2,2,6,6-tetramethylpiperidine-1-ethanol OC1CC(N(C(C1)(C)C)CCO)(C)C